C(C)OC(=O)C1C=NC2=CC(=CC=C2C1=O)F 7-fluoro-4-oxoquinoline-3-carboxylic acid ethyl ester